C(CCCCCCC)OC1CCC(=O)OCC1 γ-octyloxy-e-caprolactone